OCC12COC(OC1)(OC2)CP(=O)=O 4-hydroxymethyl-1-phosphomethyl-2,6,7-trioxabicyclo[2.2.2]octane